N-(3-(4-chlorophenyl)-3-hydroxypropyl)-2-fluoro-6-methylbenzamide ClC1=CC=C(C=C1)C(CCNC(C1=C(C=CC=C1C)F)=O)O